[C@H]1(CC12CCN(CC2)C(=O)OC(C)(C)C)C(=O)OCC2=CC=CC=C2 |r| Racemic-1-benzyl 6-tert-butyl 6-azaspiro[2.5]octane-1,6-dicarboxylate